FC(C1=NN=C(O1)C=1C=CC(=NC1)CN(S(=O)(=O)CC)C1=C2C=NN(C2=CC=C1)C)F N-((5-(5-(difluoromethyl)-1,3,4-oxadiazol-2-yl)pyridin-2-yl)methyl)-N-(1-methyl-1H-indazol-4-yl)ethanesulfonamide